5-(1-acetylpiperidin-4-yl)-N-(2-chloro-3-(3'-chloro-5-formyl-6-methoxy-[2,4'-bipyridin]-2'-yl)phenyl)-1-methyl-4,5,6,7-tetrahydro-1H-imidazo[4,5-c]pyridine-2-carboxamide C(C)(=O)N1CCC(CC1)N1CC2=C(CC1)N(C(=N2)C(=O)NC2=C(C(=CC=C2)C2=NC=CC(=C2Cl)C2=NC(=C(C=C2)C=O)OC)Cl)C